O[C@@H](CCCC(=O)O)\C=C/C=C/C=C/[C@@H](C\C=C/C=C/[C@@H](CC)O)O (5S,6Z,8E,10E,12R,14Z,16E,18R)-5,12,18-trihydroxyeicosa-6,8,10,14,16-pentaenoic acid